(RS)-2-methylpiperidine C[C@H]1NCCCC1 |r|